3-(1H-[1,2,3]Triazolo[4,5-b]pyridin-5-yl)-N-(4-((tetrahydro-2H-pyran-4-yl)methoxy)phenyl)benzamide N1N=NC2=NC(=CC=C21)C=2C=C(C(=O)NC1=CC=C(C=C1)OCC1CCOCC1)C=CC2